NCCCC[C@@H](C(=O)O)NC(=O)OCC1C2=CC=CC=C2C=2C=CC=CC12 (2S)-6-amino-2-({[(9H-fluoren-9-ylmethyl)oxy]carbonyl}amino)hexanoic acid